FC(C1=NC=CC(=C1)C1=NC(=C(C=C1)OC[C@](CC(C)C)(N)CF)C(F)F)F (S)-1-((2',6-bis(difluoromethyl)-[2,4'-bipyridin]-5-yl)oxy)-2-(fluoromethyl)-4-methylpentan-2-amine